SC1=NN=NN1C1(CC1)CO [1-(5-sulfanyltetrazol-1-yl)cyclopropyl]methanol